2-phenylethyl 5-chloro-6-piperazin-1-yl-pyridine-3-carboxylate hydrochloride Cl.ClC=1C=C(C=NC1N1CCNCC1)C(=O)OCCC1=CC=CC=C1